S(=O)(=O)(O)C(C(=O)O)(CCC1=CC=C(C=C1)N=[N+]=[N-])N1C(CCC1=O)=O.C(C)(C)NC([C@@H](C)OC1=CC=C2C(=CC(OC2=C1)=O)C1=C(C=CC=C1)C)=O (2R)-N-isopropyl-2-[4-(o-tolyl)-2-oxo-chromen-7-yl]oxy-propionamide sulfosuccinimidyl-4-(p-azidophenyl)butyrate